Delta-Tocotrienol CC(C)=CCC/C(C)=C/CC/C(C)=C/CC[C@]1(C)CCC2C=C(O)C=C(C)C=2O1